(S)-4-methoxy-2-((1-(5-(4-methoxyphenyl)-1,2,4-oxadiazol-3-yl)ethyl)carbamoyl)pyridin-3-yl acetate C(C)(=O)OC=1C(=NC=CC1OC)C(N[C@@H](C)C1=NOC(=N1)C1=CC=C(C=C1)OC)=O